3-(PIPERIDINE-1-CARBONYL)PHENYLBORONIC ACID N1(CCCCC1)C(=O)C=1C=C(C=CC1)B(O)O